C(C)(C)OC(=O)C=1C(=CC=CC1N1C(C2=CC(=CC=C2C1)C=1N=NNC1)=O)C1=CC(=C(C=C1)F)F 3',4'-Difluoro-3-[1-oxo-6-(1H-[1,2,3]triazol-4-yl)-1,3-dihydro-isoindol-2-yl]-biphenyl-2-carboxylic acid isopropyl ester